1-amino-3-methoxypyridin-1-ium 2,4,6-trimethylbenzene-1-ol salt CC1=C(C(=CC(=C1)C)C)O.N[N+]1=CC(=CC=C1)OC